2,6-dimethyl-4-tert-butylphenyl-sulfur trifluoride CC1=C(C(=CC(=C1)C(C)(C)C)C)S(F)(F)F